CC(C)[C@@H](C)C=C[C@@H](C)[C@H]1CC[C@H]2[C@@H]3CCC4CC=CC[C@]4(C)[C@H]3CC[C@]12C ergosta-2,22-diene